ClC=1C=CC2=C([C@H](C(CCN2)(F)F)O)C1 (5R)-7-chloro-4,4-difluoro-2,3,4,5-tetrahydro-1H-1-benzazepin-5-ol